3-fluoro-2H-[1,3'-bipyridin]-2-one FC=1C(N(C=CC1)C=1C=NC=CC1)=O